C(C1=CC=CC=C1)OC(=O)N1CCC(=CC1)CO[C@@H]([C@@H](C(=O)O)NC(=O)OC(C)(C)C)C=1SC=C(N1)Br (2s,3s)-3-((1-((benzyloxy)carbonyl)-1,2,3,6-tetrahydropyridin-4-yl)methoxy)-3-(4-bromothiazol-2-yl)-2-((tert-butoxycarbonyl)amino)propionic acid